(E)-3-[4-[[1-[2-(2,4-Difluorophenyl)-2-hydroxy-3-(1,2,4-triazol-1-yl)propyl]triazol-4-yl]methoxy]phenyl]-1-(4-fluorophenyl)prop-2-en-1-one FC1=C(C=CC(=C1)F)C(CN1N=NC(=C1)COC1=CC=C(C=C1)/C=C/C(=O)C1=CC=C(C=C1)F)(CN1N=CN=C1)O